C(=C)C1=C2CCC(C1)C2 vinyl-norbornaene